2-oxa-4,7,10-triazacyclododecane-4,7,10-triacetic acid C1OCN(CCN(CCN(CC1)CC(=O)O)CC(=O)O)CC(=O)O